trans-4-(5-(methoxymethyl)-1,3,4-oxadiazol-2-yl)cyclohexane-1-amine COCC1=NN=C(O1)[C@@H]1CC[C@H](CC1)N